COC1=CC=C(OCCC(COS(=O)(=O)C)(C)C)C=C1 methanesulfonic acid 4-(4-methoxyphenoxy)-2,2-dimethylbutyl ester